ClC=1C=2C(N=C3N(C2C=CC1)C1=CC=C(C=C1C31CCOCC1)C1CCNCC1)=O 4-chloro-9-(piperidin-4-yl)-2',3',5',6'-tetrahydro-5H-spiro[indolo[1,2-a]quinazoline-7,4'-pyran]-5-one